C(C)N1CC2=CC(=C(C=C2CC1)OC)[N+](=O)[O-] 2-ethyl-6-methoxy-7-nitro-1,2,3,4-tetrahydroisoquinoline